5-bromo-N2-(2-methyl-4-(4-methylpiperazin-1-yl)-2,3-dihydrobenzofuran-7-yl)-N4-(1-(methylsulfonyl)indolin-7-yl)pyrimidine-2,4-diamine BrC=1C(=NC(=NC1)NC1=CC=C(C=2CC(OC21)C)N2CCN(CC2)C)NC=2C=CC=C1CCN(C21)S(=O)(=O)C